1-(3-chloro-4-nitronaphthalen-1-yl)-4-methylpiperazine ClC=1C=C(C2=CC=CC=C2C1[N+](=O)[O-])N1CCN(CC1)C